[N+](=O)([O-])C1=C(C(=O)O)C=CC=C1 L-2-nitrobenzoic acid